(R)-2-ethyl-4-(3-(ethylamino)pyrrolidin-1-yl)-N-(8-fluoro-2-methylimidazo[1,2-a]pyridin-6-yl)-2H-indazole-7-carboxamide C(C)N1N=C2C(=CC=C(C2=C1)N1C[C@@H](CC1)NCC)C(=O)NC=1C=C(C=2N(C1)C=C(N2)C)F